C(C(O)C1=CC=CC=C1)(=O)O.C1=CC=CC2=CC=CC=C12 naphthalene mandelate